1-(methyl-d3)-1H-indazole C(N1N=CC2=CC=CC=C12)([2H])([2H])[2H]